Pentanoic acid 7-[4-(4-benzo[b]thiophen-4-ylpiperazin-1-yl)butoxy]-2-oxo-3,4-dihydro-2H-quinolin-1-ylmethyl ester S1C2=C(C=C1)C(=CC=C2)N2CCN(CC2)CCCCOC2=CC=C1CCC(N(C1=C2)COC(CCCC)=O)=O